racemic-7-(2-fluoro-3-(1-(1-(pyridin-3-yl)ethyl)-1H-pyrazol-4-yl)phenyl)-[1,2,4]triazolo[1,5-a]pyridin-2-amine FC1=C(C=CC=C1C=1C=NN(C1)[C@H](C)C=1C=NC=CC1)C1=CC=2N(C=C1)N=C(N2)N |r|